C(\C=C(/C)\CCC=C(C)C)C1=C(OC2=CC=CC=C2C1=O)C1=CC=CC=C1 GERANYLFLAVONE